N-isopropenylcarboxamide C(=C)(C)NC=O